CN1C=NC(=C1C=1C=NC=CC1)C1=CC=C(CN2CCC(CC2)NC2=NC(=NC=C2)C#N)C=C1 4-((1-(4-(1-Methyl-5-(pyridin-3-yl)-1H-imidazol-4-yl)benzyl)piperidin-4-yl)amino)pyrimidine-2-carbonitrile